glycidyl-2,3,4-tris(glycidyloxymethyl)styrene C(C1CO1)C=CC1=C(C(=C(C=C1)COCC1CO1)COCC1CO1)COCC1CO1